(S)-pyrrolidin-2-methanol N1[C@@H](CCC1)CO